C=C(COCCC#N)CCCCCCC 3-((2-methylenenonyl)oxy)propanenitrile